NC1=NC=2C=C(C(=CC2C2=C1C=NN2C)C(=O)N2C(CC[C@@H](C2)C)C=2C=CC1=C(CC3(CCN(CC3)C)O1)C2)F (4-amino-7-fluoro-1-methyl-1H-pyrazolo[4,3-c]quinolin-8-yl)((5S)-5-methyl-2-(1'-methyl-3H-spiro[benzofuran-2,4'-piperidin]-5-yl)piperidin-1-yl)methanone